(R)-1-((4-chloro-5-fluoro-2-(2-methoxy-7-methylquinoxalin-5-yl)benzo[d]thiazol-6-yl)oxy)propan-2-yl (6-bromopyridin-3-yl)carbamate BrC1=CC=C(C=N1)NC(O[C@@H](COC1=CC2=C(N=C(S2)C2=C3N=CC(=NC3=CC(=C2)C)OC)C(=C1F)Cl)C)=O